N1(C=NC=C1)C=1C=C(CN(CCC2=CC=C(C=C2)N2N=C(N=N2)C2=C(N)C=C(C(=C2)OC)OC)CC=2C=C3C=NN(C3=CC2)C)C=CC1 2-(2-(4-(2-((3-(1H-Imidazol-1-yl)benzyl)((1-methyl-1H-indazol-5-yl)methyl)amino)ethyl)phenyl)-2H-tetrazol-5-yl)-4,5-dimethoxyaniline